4-(trifluoromethyl)-N-(triisopropylsilyl)nicotinamide FC(C1=CC=NC=C1C(=O)N[Si](C(C)C)(C(C)C)C(C)C)(F)F